C(C)(C)N1CCN(CC1)C1=CC=CC(=N1)N 6-(4-isopropylpiperazin-1-yl)pyridin-2-amine